1-cyclobutyl-6-(6-fluoro-1,2,3,4-tetrahydroisoquinolin-2-yl)-1H-indole-2-carboxylic acid C1(CCC1)N1C(=CC2=CC=C(C=C12)N1CC2=CC=C(C=C2CC1)F)C(=O)O